1-(5-{[(5-chlorothiophen-2-yl)methyl]amino}-3-[1-(1,3-oxazol-4-ylmethyl)piperidin-4-yl]-1H-pyrazol-1-yl)-2,2-dimethylpropan-1-one ClC1=CC=C(S1)CNC1=CC(=NN1C(C(C)(C)C)=O)C1CCN(CC1)CC=1N=COC1